CN1CCN2C=3C(=CC=CC13)[C@H]1[C@@H]2CCN(C1)CCCC(=O)C1=CC=C(C=C1)F 4-((6bR,10aS)-3-methyl-2,3,6b,9,10,10a-hexahydro-1H,7H-pyrido[3',4':4,5]pyrrolo[1,2,3-de]quinoxalin-8-yl)-1-(4-fluorophenyl)-butan-1-one